(2-chlorophenyl)-N-{4-(3-cyclopropyl-1H-pyrazol-1-yl)-3-[(2,4-dimethoxy-benzyl)sulfamoyl]phenyl}acetamide ClC1=C(C=CC=C1)CC(=O)NC1=CC(=C(C=C1)N1N=C(C=C1)C1CC1)S(NCC1=C(C=C(C=C1)OC)OC)(=O)=O